C(C)OC1CC(C1)[C@@H](C=1C=C(C=CC1)N1C(C2=CC(=CC(=C2C1)C(F)(F)F)CNC1(CCC1)C)=O)C1=NN=CN1C 2-(3-((S)-((1s,3R)-3-ethoxycyclobutyl)(4-methyl-4H-1,2,4-triazol-3-yl)methyl)phenyl)-6-(((1-methylcyclobutyl)amino)methyl)-4-(trifluoromethyl)isoindolin-1-one